dimethylsilyl chlorodifluoroacetate ClC(C(=O)O[SiH](C)C)(F)F